CN1N=C2N=CC(=CC2=C1)C=1C=NC2=CC=C(C=C2N1)C(=O)OC methyl 3-(2-methyl-2H-pyrazolo[3,4-b]pyridin-5-yl)quinoxaline-6-carboxylate